tert-butyl((6-iodo-2,2-dimethylhexyl)oxy)dimethylsilane C(C)(C)(C)[Si](C)(C)OCC(CCCCI)(C)C